OC(=O)C(F)(F)F.NC[C@H]1N2C(N([C@H](C=C1C)C2)O[C@H](C(=O)OCC)F)=O ethyl (2S)-2-[[(2S,5R)-2-(aminomethyl)-3-methyl-7-oxo-1,6-diazabicyclo[3.2.1]oct-3-en-6-yl]oxy]-2-fluoro-acetate TFA salt